(6aR,10aR)-9-(hydroxymethyl)-6,6-dimethyl-3-pentyl-6a,7,8,10a-tetrahydro-6H-benzo[c]chromen-1-ol OCC1=C[C@@H]2[C@H](C(OC=3C=C(C=C(C23)O)CCCCC)(C)C)CC1